C1=CC=CC=2C3=CC=CC=C3N(C12)C1=C(C(=CC(=C1)C)C1=C(C=CC=C1)C=1CC2=C(C=CC(=C2C1)C)C)O 3-(9H-Carbazol-9-yl)-2'-(4,7-dimethyl-1H-inden-2-yl)-5-methylbiphenyl-2-ol